7-((R)-4-acryloyl-3-methylpiperazin-1-yl)-9-chloro-10-(2,4-difluorophenyl)-2,3-dihydro-5H-[1,4]thiazino[2,3,4-ij]quinazolin-5-one C(C=C)(=O)N1[C@@H](CN(CC1)C1=NC(N2C3=C(C(=C(C=C13)Cl)C1=C(C=C(C=C1)F)F)SCC2)=O)C